1-{2-[(3S,4R)-1-{[(3R,4R)-1-cyclopentyl-3-fluoro-4-(4-methoxyphenyl)pyrrolidine-3-yl]carbonyl}-4-(methoxymethyl)pyrrolidin-3-yl]-5-(trifluoromethyl)phenyl}piperidine-4-carboxylic acid C1(CCCC1)N1C[C@@]([C@@H](C1)C1=CC=C(C=C1)OC)(F)C(=O)N1C[C@@H]([C@H](C1)COC)C1=C(C=C(C=C1)C(F)(F)F)N1CCC(CC1)C(=O)O